NC1=NN(C=C1C=1C=C2CCN(C2=CC1F)C(=O)NCC1=CC(=CC(=C1)F)F)C1OCCCC1 5-(3-amino-1-(tetrahydro-2H-pyran-2-yl)-1H-pyrazol-4-yl)-N-(3,5-difluorobenzyl)-6-fluoroindoline-1-carboxamide